tert-butyl (S)-(2-fluoro-6-methoxy-4-(4,4,5,5-tetramethyl-1,3,2-dioxaborolan-2-yl)benzyl)((5-oxopyrrolidin-2-yl)methyl)carbamate FC1=C(CN(C(OC(C)(C)C)=O)C[C@H]2NC(CC2)=O)C(=CC(=C1)B1OC(C(O1)(C)C)(C)C)OC